N-[5-[6-(cyclopropylmethoxy)pyridin-3-yl]-4-fluoro-2-[rac-(3R)-3,4-dimethylpiperazin-1-yl]phenyl]-4-(difluoromethyl)-6-oxo-1H-pyridine-3-carboxamide C1(CC1)COC1=CC=C(C=N1)C=1C(=CC(=C(C1)NC(=O)C1=CNC(C=C1C(F)F)=O)N1C[C@H](N(CC1)C)C)F |r|